6-fluoro-N-methyl-5-(2-methyl-4-((3-methyl-2,4-dioxo-1,2,3,4-tetrahydrothieno[3,2-d]pyrimidin-6-yl)methyl)piperazin-1-yl)picolinamide FC1=C(C=CC(=N1)C(=O)NC)N1C(CN(CC1)CC1=CC=2NC(N(C(C2S1)=O)C)=O)C